N-[6-(2-chloro-5-fluorophenyl)-3-(2,2-difluoroethyl)-6-hydroxy-2-methyl-8-oxo-7,8-dihydro-6H-pyrrolo[4,3-g]indazol-5-yl]benzo[d][1,2]thiazole-3-carboxamide ClC1=C(C=C(C=C1)F)C1(NC(C2=C1C(=CC1=C(N(N=C21)C)CC(F)F)NC(=O)C2=NSC1=C2C=CC=C1)=O)O